2-[(6-chloro-5-fluoropyridin-3-yl)oxy]Acetic acid tert-butyl ester C(C)(C)(C)OC(COC=1C=NC(=C(C1)F)Cl)=O